2,6-diethyl-4-methyl-aniline tert-butyl-(2-amino-4-cyanophenyl)carbamate C(C)(C)(C)N(C(O)=O)C1=C(C=C(C=C1)C#N)N.C(C)C1=C(N)C(=CC(=C1)C)CC